3-t-butylphenanthrone C(C)(C)(C)C=1C=CC=2CC(C3=CC=CC=C3C2C1)=O